C(C)(C)(C)OC(NC1CC(C1)OCCO)=O [3-(2-hydroxyethoxy)cyclobutyl]Carbamic acid tert-butyl ester